P(=O)(OCCCCCCCC)(OCCCCCCCC)[O-] Monooctyl Octyl Phosphate